O1CCC(CC1)OC=1C(=C2C(=NC1)N(C=C2)[Si](C(C)C)(C(C)C)C(C)C)C=2C=C(C=NC2)C2=CC=C(C=C2)N2C(CCC2)=O [4-[5-(5-tetrahydropyran-4-yloxy-1-triisopropylsilyl-pyrrolo[2,3-b]pyridin-4-yl)-3-pyridinyl]phenyl]pyrrolidin-2-one